C(C)(C)(C)OC(=O)N1S(OC[C@@H]1C1=CC=C(C=C1)OC)(=O)=O (S)-4-(4-methoxyphenyl)-1,2,3-oxathiazolidine-3-carboxylic acid tert-butyl ester 2,2-dioxide